(3R)-2-[(5-chloro-1-oxo-1λ5-pyridin-2-yl)methyl]-3-(4-chlorophenyl)-3-{[1-(hydroxymethyl)cyclopropyl]methoxy}-6-(2-hydroxypropan-2-yl)-2,3-dihydro-1H-isoindol-1-one ClC=1C=CC(=N(C1)=O)CN1C(C2=CC(=CC=C2[C@]1(OCC1(CC1)CO)C1=CC=C(C=C1)Cl)C(C)(C)O)=O